C(C)(=O)NC1=C(C=CC(=C1)S(=O)(=O)F)C1=CC=CC=C1 acetamido-[1,1'-biphenyl]-4-sulfonyl fluoride